ClC=1C=C(C=CC1F)C1=NC=CC=C1 (3-chloro-4-fluorophenyl)pyridin